OC(C1=CC=C2C=C(C(=NC2=C1)C)C1C(NC(CC1)=O)=O)([2H])[2H] 3-(7-(hydroxymethyl-d2)-2-methylquinolin-3-yl)piperidine-2,6-dione